COC(C(C(=O)OC)C1C(C(CC1)=O)CCCCC)=O 2-(3-oxo-2-pentylcyclopentyl)malonic acid dimethyl ester